5-((3-(Trans-3-(3-cyclopropyl-4-(1,2,3,4-tetrahydro-1,7-naphthyridin-8-yl)-1H-pyrazol-1-yl)cyclobutyl)propyl)amino)-2-(2,6-dioxopiperidin-3-yl)isoindoline-1,3-dione C1(CC1)C1=NN(C=C1C=1N=CC=C2CCCNC12)[C@@H]1C[C@H](C1)CCCNC=1C=C2C(N(C(C2=CC1)=O)C1C(NC(CC1)=O)=O)=O